6-nonoxy-6-oxo-hexanoic acid C(CCCCCCCC)OC(CCCCC(=O)O)=O